6-Fluoro-1,1'-binaphthyl FC=1C=C2C=CC=C(C2=CC1)C1=CC=CC2=CC=CC=C12